P(=O)(O)(O)N(CC(=O)CC(=N)N)C1[C@H](O)[C@H](O)[C@H](O1)CO phosphoribosyl-glycyl-acetamidine